N-(7-(hydroxyamino)-7-oxoheptyl)-5-phenyl-8-chloro-1,3,4,5-tetrahydro-2H-pyrido[4,3-b]indole-2-carboxamide ONC(CCCCCCNC(=O)N1CC2=C(N(C=3C=CC(=CC23)Cl)C2=CC=CC=C2)CC1)=O